Phosphonium nitrogen 1-tert-butyl 2-methyl (2S)-5-oxopyrrolidine-1,2-dicarboxylate O=C1CC[C@H](N1C(=O)OC(C)(C)C)C(=O)OC.[N+3].[PH4+]